1-(tert-butoxycarbonyl)-3-((4-(trifluoromethyl)benzyl)amino)pyrrolidine-3-carboxylic acid C(C)(C)(C)OC(=O)N1CC(CC1)(C(=O)O)NCC1=CC=C(C=C1)C(F)(F)F